O1CCN(CC1)CCCNC1=CC=NC2=C(C=CC=C12)N N4-(3-morpholinopropyl)quinoline-4,8-diamine